(S)-8-(5-(tert.-Butyl)thiazol-2-yl)-9a-methyl-9-oxooctahydro-2H-pyrazino[1,2-a]pyrazin C(C)(C)(C)C1=CN=C(S1)N1C([C@]2(N(CCNC2)CC1)C)=O